ClC=1C=C2C=NN(C2=CC1NC1=CC=C(C(=O)OC(C)(C)C)C=C1)C1OCCCC1 tert-butyl 4-[(5-chloro-1-tetrahydropyran-2-yl-indazol-6-yl)amino]benzoate